10-undecen-2-amine CC(CCCCCCCC=C)N